2-(2-(2-(2-bromoethoxy)ethoxy)ethyl)isoindoline-1,3-dione BrCCOCCOCCN1C(C2=CC=CC=C2C1=O)=O